(6-chloropyridin-2-yl)furan ClC1=CC=CC(=N1)C=1OC=CC1